CC(CCCC(=O)O)CCC=C(C)C.C(C)(=O)O ACETATE (3,7-di-methyloct-6-en-1-yl acetate)